1-(4-fluorophenyl)-6-(1,2,3,6-tetrahydropyridin-4-yl)-3-vinyl-1H-indazole FC1=CC=C(C=C1)N1N=C(C2=CC=C(C=C12)C=1CCNCC1)C=C